Trifluoromethanesulfonic acid [1-[(4-methoxyphenyl) methyl]-2,6-dioxo-3-piperidyl] ester COC1=CC=C(C=C1)CN1C(C(CCC1=O)OS(=O)(=O)C(F)(F)F)=O